O=C1C2=CC=CC=C2C=2C=CC=CC12 9-oxo-9H-fluorene